[N+](=O)([O-])C1=CC=C(C=C1)OC(=O)Cl chloroformic acid 4-Nitrophenyl ester